ClC1=CC=C(C=C1)C=1N=NNC1 4-(4-chlorophenyl)-1H-1,2,3-triazole